4-(3-aminopropoxy)-2-(2,6-dioxopiperidin-3-yl)isoindoline NCCCOC1=C2CN(CC2=CC=C1)C1C(NC(CC1)=O)=O